[C@]12(C(=O)CC(CC1)C2(C)C)CS(=O)(=O)O.O2CC=CC1=C2C=CC=C1 2H-1-benzopyran (1S)-10-camphorsulphonic acid salt